N-(4-(((R)-1-hydroxy-4-methylpent-2-yl)amino)-6-(2-(4-(morpholinomethyl)phenyl)propyl)-1,3,5-triazin-2-yl)methanesulfonamide OC[C@@H](CC(C)C)NC1=NC(=NC(=N1)CC(C)C1=CC=C(C=C1)CN1CCOCC1)NS(=O)(=O)C